C(C)N1C2=CC=CC=C2C=2C=C(C=CC12)NC1=NC(=NC(=C1)C)N N4-(9-ethyl-9H-carbazol-3-yl)-6-methylpyrimidine-2,4-diamine